[2-chloro-5-(2-naphthyloxycarbothioylamino)phenyl]boronic acid ClC1=C(C=C(C=C1)NC(=S)OC1=CC2=CC=CC=C2C=C1)B(O)O